F[B-](F)(F)F.C(CCC)[P+](CCCC)CCCC tributylphosphorus tetrafluoroborate